ClC1=C(C=C(C=C1)NC(=O)C=1C=C(SC1)C(=O)NC1=CC(=CC=C1)NS(=O)(=O)C)C N4-(4-chloro-3-methylphenyl)-N2-(3-(methylsulfonamido)phenyl)thiophene-2,4-dicarboxamide